BrCCCOC1=C(C=CC=C1)OCCCBr o-bis(bromopropoxy)benzene